methyl 4-[1-(tert-butoxycarbonyl)piperidin-4-yl]-2-methylindazole-7-carboxylate C(C)(C)(C)OC(=O)N1CCC(CC1)C=1C2=CN(N=C2C(=CC1)C(=O)OC)C